O=C1N2C(=NN1CC=1C=NC(=CC1)C(F)(F)F)CCC2 (5S)-3-Oxo-2-{[6-(trifluoromethyl)pyridin-3-yl]methyl}-2,5,6,7-tetrahydro-3H-pyrrolo[2,1-c][1,2,4]triazol